ethyl 1-(4-bromophenyl)-5-methoxy-1H-pyrazole-3-carboxylate BrC1=CC=C(C=C1)N1N=C(C=C1OC)C(=O)OCC